3,6,9,15-tetraazabicyclo[9.3.1]Pentadecane-1(15),11,13-triene-2,10-dione C1=2C(NCCNCCNC(C(=CC=C1)N2)=O)=O